(cis)-5-(4-{5-[5-Fluoro-6-(2-methoxyethoxy)-1H-indazol-3-yl]-1,2-oxazol-3-yl}benzoyl)-hexahydro-1H-2lambda6-thieno[3,4-c]pyrrol-2,2-dion FC=1C=C2C(=NNC2=CC1OCCOC)C1=CC(=NO1)C1=CC=C(C(=O)N2C[C@@H]3[C@H](C2)CS(C3)(=O)=O)C=C1